2-({2-[4,6-bis(trifluoromethyl)-1,3,5-triazin-2-yl]-6-chloro-2,3,4,9-tetrahydro-1H-pyrido[3,4-b]indol-1-yl}methyl)propane-1,3-diol FC(C1=NC(=NC(=N1)C(F)(F)F)N1C(C=2NC3=CC=C(C=C3C2CC1)Cl)CC(CO)CO)(F)F